FCS(=O)(=O)NC=1C=NC2=CC(=NC(=C2C1)OC1CCC(CC1)NC1=NC=CC=N1)N1CCOCC1 fluoro-N-(7-morpholino-5-(((1s,4s)-4-(pyrimidin-2-ylamino)cyclohexyl)oxy)-1,6-naphthyridin-3-yl)methanesulfonamide